O1CCC2(CC1)OCC=1C2=[N+](C=CC1)[O-] 2',3',5',6'-Tetrahydro-5H-spiro[furo[3,4-b]pyridine-7,4'-pyran] 1-oxide